ethyl 3-bromo-1H-pyrazolo[4,3-b]pyridine-6-carboxylate BrC1=NNC=2C1=NC=C(C2)C(=O)OCC